2-(4-cyano-3-fluorophenyl)-2-(2,5-dioxoimidazolidin-1-yl)acetic acid C(#N)C1=C(C=C(C=C1)C(C(=O)O)N1C(NCC1=O)=O)F